C(C)(=O)N1CC2=CC(=CC(=C2C1)[C@H]1N(CCC1)C(=O)OC(C)(C)C)Cl (S)-tert-butyl 2-(2-acetyl-6-chloroisoindolin-4-yl)pyrrolidine-1-carboxylate